2-(pyridin-2-yl)-6-o-tolylphthalazin-1(2H)-one N1=C(C=CC=C1)N1C(C2=CC=C(C=C2C=N1)C1=C(C=CC=C1)C)=O